2-(2-(3,3-difluorocyclobutyloxy)-4-nitrophenyl)oxazole FC1(CC(C1)OC1=C(C=CC(=C1)[N+](=O)[O-])C=1OC=CN1)F